2,2-dimethyl-4-(4-methylphenyl)butylamine CC(CN)(CCC1=CC=C(C=C1)C)C